4-((4-(2-bromoacetyl)piperazin-1-yl)sulfonyl)benzonitrile BrCC(=O)N1CCN(CC1)S(=O)(=O)C1=CC=C(C#N)C=C1